3-(2-chloro-3-(1,2,3,4-tetrahydroquinolin-6-yl)phenyl)piperidine-2,6-dione (2R,3S,4S)-4-hydroxy-2-[(4-methoxyphenyl)methyl]pyrrolidin-3-yl-2-phenylacetate O[C@H]1[C@H](C(NC1)CC1=CC=C(C=C1)OC)[C@@H](C(=O)O)C1=CC=CC=C1.ClC1=C(C=CC=C1C=1C=C2CCCNC2=CC1)C1C(NC(CC1)=O)=O